tert-Butyl bromobutyrate BrC(C(=O)OC(C)(C)C)CC